C(C)(C)N(C(=O)C1=C(C=CC(=C1)F)N1C=C(C=2C1=CN=CC2F)C(=O)C2CCN(CC2)C(=O)[C@H]2N([C@@H]1CC[C@H]2C1)C(=O)OC(C)(C)C)C(C)C tert-Butyl (1R,3S,4S)-3-(4-(1-(2-(diisopropylcarbamoyl)-4-fluorophenyl)-4-fluoro-1H-pyrrolo[2,3-c]pyridine-3-carbonyl)piperidine-1-carbonyl)-2-azabicyclo[2.2.1]-heptane-2-carboxylate